N-(4-((3-(tert-butyl)phenyl)amino)benzyl)-N-hydroxy-1-methylcyclopropane-1-carboxamide C(C)(C)(C)C=1C=C(C=CC1)NC1=CC=C(CN(C(=O)C2(CC2)C)O)C=C1